3-trifluoromethylbicyclo[1.1.1]pentan-1-amine hydrochloride Cl.FC(C12CC(C1)(C2)N)(F)F